4-(2-(benzo[d]thiazole-2-yl)vinyl)benzaldehyde S1C(=NC2=C1C=CC=C2)C=CC2=CC=C(C=O)C=C2